3,4-dihydroxybenzyl cyanide OC=1C=C(CC#N)C=CC1O